C(CCCCCCCCCCCCCCC)(=O)[O-].[Na+] sodium palmitat